5-((1H-pyrazol-1-yl)methyl)-N-((2,6-dimethoxyphenyl)sulfonyl)-6-ethoxypicolinamide N1(N=CC=C1)CC=1C=CC(=NC1OCC)C(=O)NS(=O)(=O)C1=C(C=CC=C1OC)OC